4-propyldicyclohexyl-2,3-difluoroanisole C(CC)C1=C(C(=C(C(=C1C1CCCCC1)C1CCCCC1)OC)F)F